1,2-bis[4-(acetyl)phenyl]-hydrazine C(C)(=O)C1=CC=C(C=C1)NNC1=CC=C(C=C1)C(C)=O